2-chloro-1-(3,7,11,15-tetramethylhexadecyl)pyridin-1-ium ClC1=[N+](C=CC=C1)CCC(CCCC(CCCC(CCCC(C)C)C)C)C